N1CC(CC1)CO pyrrolidine-3-methanol